O=C1N(CCC(N1COCC[Si](C)(C)C)=O)C=1C=NN2C1C=C(C=C2)/C=C/CNC([O-])=O (E)-(3-(3-(2,4-dioxo-3-((2-(trimethylsilyl)ethoxy)methyl)tetrahydropyrimidin-1(2H)-yl)pyrazolo[1,5-a]pyridin-5-yl)allyl)carbamate